COC1=C2C(NC(=NC2=CC(=C1)OC)C1=CC=C(C=C1)N1CCC(CC1)N1CCN(CC1)CC1=CC=C(C=C1)N1C(NC(CC1)=O)=O)=O 1-(4-((4-(1-(4-(5,7-dimethoxy-4-oxo-3,4-dihydroquinazolin-2-yl)phenyl)piperidin-4-yl)piperazin-1-yl)methyl)phenyl)dihydropyrimidine-2,4(1H,3H)-dione